(R)-4-methoxy-5'-((3-(4-methyl-1-oxo-1,3-di-hydroisobenzofuran-5-yl)-5-oxo-piperazin-1-yl)methyl)-[2,2'-bi-pyridine]-5-carbonitrile COC1=CC(=NC=C1C#N)C1=NC=C(C=C1)CN1C[C@H](NC(C1)=O)C=1C(=C2COC(C2=CC1)=O)C